4-hydroxy-2-methylbenzothioamide OC1=CC(=C(C(N)=S)C=C1)C